BrC1=C(C=C(C(=O)OC)C=C1)C(F)F Methyl 4-bromo-3-difluoromethylbenzoate